IC1=CC(=NC=C1)C(C#N)(C)C 2-(4-iodo-2-pyridyl)-2-methyl-propanenitrile